CC=1C=C(N)C=CC1CC1=CC2=C(N(C=N2)C)C=C1 3-methyl-4-((1-methyl-1H-benzo[d]imidazol-5-yl)methyl)aniline